(E)-8-methyl-6-nonenoic acid CC(/C=C/CCCCC(=O)O)C